tert-butyl 4-(pyridin-4-yl)-6-azaspiro[2.5]oct-4-ene-6-carboxylate N1=CC=C(C=C1)C=1C2(CC2)CCN(C1)C(=O)OC(C)(C)C